N=1N=NCCC1 5H-triazine